IC=1N=C(N(C1C)COCC[Si](C)(C)C)C1=NC=CC(=C1)N1C(C2=CC=CC=C2C1)=O 2-(4-iodo-5-methyl-1-((2-(trimethylsilyl)ethoxy)methyl)-1H-imidazol-2-yl)pyridin-4-ylisoindolin-1-one